N1(N=NC2=C1N=CC=C2)OC(=[N+](C)C)N(C)C O-(7-azabenzotriazol-1-yl)-N,N,N',N'-tetra-methyluronium